FC=1C=C(C=CC1)CC(=O)NCC1=CC(=NC=C1)OCCC(F)(F)F 2-(3-Fluorophenyl)-N-((2-(3,3,3-trifluoropropoxy)pyridin-4-yl)methyl)acetamide